C(C)OC(=O)C=1C=NN2C1N=C(C=C2C)\C=C(\C=N/O)/C 5-((1E,3Z)-3-(hydroxyimino)-2-methylpropan-1-en-1-yl)-7-methylpyrazolo[1,5-a]Pyrimidine-3-carboxylic acid ethyl ester